dimethyl-2(1H)-pyrimidinone CC1=CC(=NC(N1)=O)C